FC1=C(C=CC=C1)C=1N(C2=C(C=NC(=C2)C2=NN(C=N2)COCC[Si](C)(C)C)N1)[C@H]1[C@@H]([C@H](CCC1)NC(OC(C)(C)C)=O)O tert-butyl ((1S,2R,3R)-3-(2-(2-fluorophenyl)-6-(1-((2-(trimethylsilyl)ethoxy)methyl)-1H-1,2,4-triazol-3-yl)-1H-imidazo[4,5-c]pyridin-1-yl)-2-hydroxycyclohexyl)carbamate